N-((2R,3S)-1-(3-((2-(3-chloro-1-methyl-1H-pyrazol-4-yl)pyrimidin-4-yl)amino)-6-fluoro-5-isopropylisoquinolin-8-yl)-2-methylazetidin-3-yl)-N-methylmethanesulfonamide ClC1=NN(C=C1C1=NC=CC(=N1)NC=1N=CC2=C(C=C(C(=C2C1)C(C)C)F)N1[C@@H]([C@H](C1)N(S(=O)(=O)C)C)C)C